FC1=CC(=CC=2C3=CC=CC=C3N(C12)C1=CC=CC=C1)N1C2=CC=CC=C2C=2C=CC=CC12 1-fluoro-9-phenyl-9H-3,9'-bicarbazole